Platinum(II) Terpyridyl Acetylide [C-]#[C-].N1=C(C=CC=C1)C1=NC=CC=C1C1=NC=CC=C1.[Pt+2]